CC1=C(C(=O)OP([O-])(=O)C2=CC=CC=C2)C(=CC(=C1)C)C (2,4,6-trimethylbenzoyl)-phenylphosphonate